NC=1SC2=C(C1C(=O)OCC1CC1)CCCC2NC(=O)OC(C)(C)C Cyclopropylmethyl 2-amino-7-(tert-butoxycarbonylamino)-4,5,6,7-tetrahydrobenzothiophene-3-carboxylate